4-(6-(Benzylpiperazin-1-yl)pyridin-3-yl)-6-hydroxypyrazolo[1,5-a]pyridine-3-carbonitrile C(C1=CC=CC=C1)C1N(CCNC1)C1=CC=C(C=N1)C=1C=2N(C=C(C1)O)N=CC2C#N